tert-butyl (S)-4-(7-(8-chloronaphthalen-1-yl)-2-((tetrahydro-1H-pyrrolizin-7a(5H)-yl)methoxy)-5,6,7,8-tetrahydropyrido[3,4-d]pyrimidin-4-yl)-2-(cyanomethyl)piperazine-1-carboxylate ClC=1C=CC=C2C=CC=C(C12)N1CC=2N=C(N=C(C2CC1)N1C[C@@H](N(CC1)C(=O)OC(C)(C)C)CC#N)OCC12CCCN2CCC1